O=C1NC(CCC1N1C(C2=CC=CC(=C2C1)OCCCCCC(=O)N1CCN(CC1)C1CCN(CC1)C=1C(=CC2=C(C(C=3NC=4C=C(CCC4C3C2=O)C#N)(C)C)C1)CC)=O)=O 8-(4-(4-(6-((2-(2,6-dioxopiperidin-3-yl)-1-oxoisoindolin-4-yl)oxy)hexanoyl)piperazin-1-yl)piperidin-1-yl)-9-ethyl-6,6-dimethyl-11-oxo-6,1-dihydro-5H-benzo[b]carbazole-3-carbonitrile